3-(5-(2-(3-(4-(4-(8-Bromoquinoxalin-2-yl)-1H-pyrazol-1-yl)piperidin-1-yl)-3-oxopropoxy)ethoxy)-1-oxoisoindolin-2-yl)piperidine-2,6-dione BrC=1C=CC=C2N=CC(=NC12)C=1C=NN(C1)C1CCN(CC1)C(CCOCCOC=1C=C2CN(C(C2=CC1)=O)C1C(NC(CC1)=O)=O)=O